BrC1=CC=C2C(C=CN(C2=C1)C)=O 7-bromo-1-methylquinolin-4(1H)-one